silicate magnesium aluminum [Al+3].[Mg+2].[Si]([O-])([O-])([O-])[O-]